5-((N-isopropyl-2-(4-isopropylphenoxy)acetamido)methyl)pyrazolo[1,5-a]pyridine-3-carboxamide C(C)(C)N(C(COC1=CC=C(C=C1)C(C)C)=O)CC1=CC=2N(C=C1)N=CC2C(=O)N